C1(=CC=CC=C1)C(\C=C\C(=O)C1=CC=CC=C1)=O trans-1,4-diphenyl-2-butene-1,4-dione